1-Methyl-2-pyrrolidinemethanol CN1C(CCC1)CO